SC=1C=CC=C(C1)S 3,5-dimercaptobenzene